CSC=1SC(SC1SC)=CC1=CC=C(S1)C=1SC(=CC1)C=C(C(=O)[O-])C#N 3-(5'-((4,5-bis(methylthio)-1,3-dithiol-2-ylidene) methyl)-2,2'-bithiophene-5-yl)-2-cyanoacrylate